BrC1=CC(=C(C=C1)F)F 1-bromo-3,4-difluorobenzene